5-isopropyl-5-β-bromoallyl-barbituric acid C(C)(C)C1(C(NC(NC1=O)=O)=O)CC(=C)Br